C(C)(C)(C)OCC(C(=O)N(C)OC)(COC(C)(C)C)COC(C)(C)C 3-(tert-butoxy)-2,2-bis(tert-butoxymethyl)-N-methoxy-N-methylpropanamide